C(C)C1=C(C=C(C(=O)O)C=C1)S(NC1=C(C=CC(=C1)C=1N=NN(C1)C)N1CCCCC1)(=O)=O 4-Ethyl-3-(N-(5-(1-methyl-1,2,3-triazol-4-yl)-2-(piperidin-1-yl)phenyl)sulfamoyl)benzoic acid